1-[(4-methoxyphenoxy)methyl]-2,2-dimethylpropyl 1H-imidazole-1-carboxylate N1(C=NC=C1)C(=O)OC(C(C)(C)C)COC1=CC=C(C=C1)OC